2-(3-chloro-2-methoxy-phenyl)acetic acid ClC=1C(=C(C=CC1)CC(=O)O)OC